2-(4-((2-ethyl-4-phenylthiazol-5-yl)oxy)pyridin-2-yl)-N5-(2-(4-methylpiperazin-1-yl)ethyl)pyridin-2,5-diamine C(C)C=1SC(=C(N1)C1=CC=CC=C1)OC1=CC(=NC=C1)C1(NC=C(C=C1)NCCN1CCN(CC1)C)N